Yttrium-scandium-iron [Fe].[Sc].[Y]